[Pb]=S.[Zn] zinc-lead sulfide